OCCCCC(=O)N1CCC(CC1)N1N=CC(=C1)C1=NC2=CC=CC=C2N=C1 5-hydroxy-1-[4-(4-quinoxalin-2-ylpyrazol-1-yl)-1-piperidyl]pentan-1-one